C(C)(CC)OC1=CC=C2C3=C(C(OC2=C1)=O)C=CC=C3 3-sec-butoxy-6H-benzo[c]chromen-6-one